tert-butyl 1,2,3,3a,4,6,7,7a-octahydropyrrolo[3,2-c]pyridine-5-carboxylate N1CCC2CN(CCC21)C(=O)OC(C)(C)C